3,7-dimethyl-1,3,6-octadien-triene CC(C=C)=C=C=C=C(C)C